4-cyano-N-(1-(4-(6-(difluoromethyl)pyridin-3-yl)phenyl)cyclobutyl)benzamide C(#N)C1=CC=C(C(=O)NC2(CCC2)C2=CC=C(C=C2)C=2C=NC(=CC2)C(F)F)C=C1